behenyl alcohol dilinoleate C(CCCCCCC\C=C/C\C=C/CCCCC)(=O)O.C(CCCCCCC\C=C/C\C=C/CCCCC)(=O)O.C(CCCCCCCCCCCCCCCCCCCCC)O